OC[C@@H]1CN(CCO1)C=1C=C2C(=NC1)NC(N2C2CCN(CC2)C(C2=CC=C(C=C2)OC(F)(F)F)=O)=O 6-[(2S)-2-(hydroxymethyl)morpholin-4-yl]-1-[1-[4-(trifluoromethoxy)benzoyl]-4-piperidyl]-3H-imidazo[4,5-b]pyridin-2-one